4,6-difluoro-5-hydroxybenzo[d]oxazol-2(3H)-one FC1=C(C(=CC2=C1NC(O2)=O)F)O